O=C1C=2N(C3=CC(=CC=C3N1)C(=O)OC)C=NC2 Methyl 4-oxo-4,5-dihydroimidazo[1,5-a]quinoxaline-8-carboxylate